[OH-].CCCCCCC.[NH4+] Ammonium Heptane hydroxide